FC(S(=O)(=O)[NH-])(F)F.CN1CN(C=C1)CCCC 1-methyl-3-N-butyl-imidazole trifluoromethanesulfonyl-amide salt